Cl.FC=1C(=C(C=CC1C1=NC=NN2C1=CC(=C2)C=2C=NN(C2)C)CN)OC (3-fluoro-2-methoxy-4-(6-(1-methyl-1H-pyrazol-4-yl)pyrrolo[2,1-f][1,2,4]triazin-4-yl)phenyl)methanamine hydrochloride